2-(3,5-dichloro-phenyl)-N-[1-ethyl-4-(4-fluoro-2-methyl-phenyl)-1H-pyrazolo[3,4-b]-pyridin-5-yl]-N-methyl-isobutyramide ClC=1C=C(C=C(C1)Cl)C(C(=O)N(C)C=1C(=C2C(=NC1)N(N=C2)CC)C2=C(C=C(C=C2)F)C)(C)C